1-(2-chloro-4-(5-(4-cyclohexyl-3-(trifluoromethyl)phenyl)-1,2,4-oxadiazol-3-yl)benzyl)azetidine-3-carboxylic acid ClC1=C(CN2CC(C2)C(=O)O)C=CC(=C1)C1=NOC(=N1)C1=CC(=C(C=C1)C1CCCCC1)C(F)(F)F